1-butyl-3-propylpiperidinium triflate [O-]S(=O)(=O)C(F)(F)F.C(CCC)[NH+]1CC(CCC1)CCC